C1(CC1)C1=NN(C2=NC=C(C=C21)O)COCC[Si](C)(C)C 3-cyclopropyl-1-((2-(trimethylsilyl)ethoxy)methyl)-1H-pyrazolo[3,4-b]pyridin-5-ol